N1CC(C1)OC=1C=CC(=C(C(=O)N[C@H](C)C=2C=C(C=CC2)C2=CC=C(S2)C(=O)NC)C1)C (R)-5-(3-(1-(5-(azetidin-3-yloxy)-2-methylbenzamido)ethyl)phenyl)-N-methylthiophene-2-carboxamide